C(C=C)(=O)N1CCC(CC1)(C)C acryloyl-4,4-dimethylpiperidine